Neodymium sulfate S(=O)(=O)([O-])[O-].[Nd+3].S(=O)(=O)([O-])[O-].S(=O)(=O)([O-])[O-].[Nd+3]